4-Morpholinyl-N-(5-nitrothiazol-2-yl)benzamide N1(CCOCC1)C1=CC=C(C(=O)NC=2SC(=CN2)[N+](=O)[O-])C=C1